N=C1N(CCN1)C1=CC=C(C(=O)OC=2C=3N(C(=CC2)CC(=O)O)N=CN3)C=C1 2-(8-(4-(2-iminoimidazolidin-1-yl)benzoyloxy)-[1,2,4]triazolo[1,5-a]pyridin-5-yl)acetic acid